tert-Butyl 4-(4-((6-(4-chlorophenyl)-8,9-dihydroimidazo[1',2':1,6]pyrido[2,3-d]pyrimidin-2-yl)amino)-2-fluorophenyl)piperazine-1-carboxylate ClC1=CC=C(C=C1)C1=CC2=C(N=C(N=C2)NC2=CC(=C(C=C2)N2CCN(CC2)C(=O)OC(C)(C)C)F)N2C1=NCC2